C(C)N(CCC1=CNC2=C(C=CC(=C12)OC)C)C N-ethyl-2-(4-methoxy-7-methyl-1H-indol-3-yl)-N-methylethan-1-amine